CN([C@@H](CS[C@@H]1[C@@](O)([C@](O)([C@](O)(CO1)OC(C)=O)OC(C)=O)OC(C)=O)C(=O)O)C(C1=CC=CC=C1)=O Methyl-N-benzoyl-S-(2,3,4-triacetoxy-α-D-arabinosyl)-L-cysteine